4-((4-chloro-3-fluorobenzyl)((S)-2-((2r,5S)-5-(1,3-dioxoisoindolin-2-yl)-1,3-dioxan-2-yl)-2-hydroxyethyl)amino)benzonitrile ClC1=C(C=C(CN(C2=CC=C(C#N)C=C2)C[C@H](O)C2OCC(CO2)N2C(C3=CC=CC=C3C2=O)=O)C=C1)F